N2,N5-bis(4-bromophenyl)pyridine-2,5-dicarboxamide BrC1=CC=C(C=C1)NC(=O)C1=NC=C(C=C1)C(=O)NC1=CC=C(C=C1)Br